NC1=NC=C(C2=C1C(=NN2C(C)C)C2=CC(=C(C=C2)NS(=O)(=O)C2=C(C=CC=C2)Cl)F)C2=CC[C@H](CC2)N[C@@H](CF)C N-(4-(4-amino-7-(4(S)-((1-fluoropropane-2(R)-yl)amino)cyclohex-1-en-1-yl)-1-isopropyl-1H-pyrazolo[4,3-c]pyridin-3-yl)-2-fluorophenyl)-2-chlorobenzenesulfonamide